P(=O)(OCC(CBr)Br)(OCC(CBr)Br)OCC(CBr)Br tri(2,3-dibromopropyl) phosphate